C\C(=C/CC[C@@]1([C@H](CC=2C(=C3CN(C(C3=CC2O)=O)[C@H](C(=O)O)CCCN2C(C3=CC(=C4C(=C3C2)O[C@@]([C@H](C4)O)(CC\C=C(\CCC=C(C)C)/C)C)O)=O)O1)O)C)\CCC=C(C)C (S)-2,5-di((2R,3S)-2-((E)-4,8-dimethylnona-3,7-dien-1-yl)-3,5-dihydroxy-2-methyl-7-oxo-3,4,7,9-tetrahydropyrano[2,3-E]isoindol-8(2H)-yl)pentanoic acid